1-Heptyl-2-ethylpyrrolium methansulfonat CS(=O)(=O)[O-].C(CCCCCC)[NH+]1C(=CC=C1)CC